[I-].[I-].[I-].[I-].CN1C(OC2=C1C=CC=C2)C=C2C=C[NH2+]C1=CC=CC=C21.CN2C(OC1=C2C=CC=C1)C=C1C=C[NH2+]C2=CC=CC=C12 bis[4-[(3-methylbenzo-1,3-oxazol-2-yl)methylene]-1,4-dihydroquinolinium] tetraiodide